4-bromo-N,3-dimethyl-1H-indole-7-carboxamide BrC1=C2C(=CNC2=C(C=C1)C(=O)NC)C